COC(=O)C1N(CC(C1)(F)F)C(=O)OC(C)(C)C 4,4-difluoropyrrolidine-1,2-dicarboxylic acid (R)-1-tert-butyl 2-methyl ester